5-hydroxyacetamido-N,N'-bis(2,3-dihydroxypropyl)-2,4,6-triiodo-1,3-benzenedicarboxamide OCC(=O)NC=1C(=C(C(=C(C1I)C(=O)NCC(CO)O)I)C(=O)NCC(CO)O)I